C(C(C)(C)C)(=O)OC(C)(C)C1=CC=CC=C1 cumyl pivalate